Cl.C(#C)C1=CC=C(C=N1)C(C(=O)N)=CC1=NC2(N=C1C1=CC=C(C=C1)C)CCNCC2 6-ethynylpyridin-3-yl-3-(3-(p-tolyl)-1,4,8-triazaspiro[4.5]decan-1,3-dien-2-yl)acrylamide hydrochloride